4-(((3S,4R)-1-((4-chloro-1-methyl-1H-pyrazol-5-yl)sulfonyl)-4-hydroxy-4-(hydroxymethyl)pyrrolidin-3-yl)oxy)-2-fluorobenzonitrile ClC=1C=NN(C1S(=O)(=O)N1C[C@@H]([C@@](C1)(CO)O)OC1=CC(=C(C#N)C=C1)F)C